C(#C)C=1C(=C(CN2C3CN(CC2C3)C3=CC=C(C=N3)C=3C=2N(C=C(C3)C=3C=NN(C3)C)N=CC2C#N)C=CC1)F 4-(6-(6-(3-ethynyl-2-fluorobenzyl)-3,6-diazabicyclo[3.1.1]heptan-3-yl)pyridin-3-yl)-6-(1-methyl-1H-pyrazol-4-yl)pyrazolo[1,5-a]pyridine-3-carbonitrile